(S)-N-(8,9-Difluoro-6-oxo-1,4,5,6-tetrahydro-2H-pyrano[3,4-c]isoquinolin-1-yl)-N-methyl-1H-indazole-5-carboxamide FC=1C(=CC=2C3=C(NC(C2C1)=O)COC[C@H]3N(C(=O)C=3C=C1C=NNC1=CC3)C)F